tert-butyl 2-[(3-bromo-2-chloro-5-methyl-phenyl)carbamoyl]morpholine-4-carboxylate BrC=1C(=C(C=C(C1)C)NC(=O)C1CN(CCO1)C(=O)OC(C)(C)C)Cl